NC(C(=O)O)CS 2-amino-3-mercaptopropanoic acid